C(C)(C)(C)OC(C1=CC=C(C=C1)NC1=C(N=NC(=C1)C1=C(C=CC=C1F)Cl)C(N)=O)=O 4-((3-carbamoyl-6-(2-chloro-6-fluorophenyl)pyridazin-4-yl)amino)benzoic acid tert-butyl ester